3-hydroxy-6-(1-(3-hydroxybenzyl)-1H-1,2,3-triazol-4-yl)-1-methylquinoline-2,4(1H,3H)-dione OC1C(N(C2=CC=C(C=C2C1=O)C=1N=NN(C1)CC1=CC(=CC=C1)O)C)=O